7-amino-3,4-dihydroquinolin-2(1H)-one NC1=CC=C2CCC(NC2=C1)=O